The molecule is an ADP-L-glycero-D-manno-heptose having beta-configuration at the anomeric centre of the heptose. It is a conjugate acid of an ADP-L-glycero-beta-D-manno-heptose(2-). C1=NC(=C2C(=N1)N(C=N2)[C@H]3[C@@H]([C@@H]([C@H](O3)COP(=O)(O)OP(=O)(O)O[C@H]4[C@H]([C@H]([C@@H]([C@H](O4)[C@H](CO)O)O)O)O)O)O)N